CCCCC/C=C\\C[C@H]([C@@H](C(/C=C\\C/C=C\\CCCC(=O)[O-])O)O)O The molecule is the trioxilin anion that is the anion formed from trioxilin B3 by deprotonation of its carboxylic acid moiety; major microspecies present at pH 7.3. It is a conjugate base of a trioxilin B3.